N-{4-[(3S,5R)-3-amino-5-methylpiperidin-1-yl]-7-hydroxy-6,7-dihydro-5H-cyclopenta[b]pyridin-3-yl}-6-(2,6-difluoro-3-methoxyphenyl)-5-fluoropyridine-2-carboxamide N[C@@H]1CN(C[C@@H](C1)C)C1=C2C(=NC=C1NC(=O)C1=NC(=C(C=C1)F)C1=C(C(=CC=C1F)OC)F)C(CC2)O